(2-(2-(but-2-en-2-yl)-4-methylnaphthalen-1-yl)phenyl)diphenylphosphine [4-(cyclopropylmethoxy)-3-(2-methyl-1-oxoisoquinolin-4-yl)phenyl]sulfamate C1(CC1)COC1=C(C=C(C=C1)NS(O)(=O)=O)C1=CN(C(C2=CC=CC=C12)=O)C.CC(=CC)C1=C(C2=CC=CC=C2C(=C1)C)C1=C(C=CC=C1)P(C1=CC=CC=C1)C1=CC=CC=C1